tert-butyl (2-cyanoethyl)(1-(cyanomethyl)cyclopropyl)carbamate C(#N)CCN(C(OC(C)(C)C)=O)C1(CC1)CC#N